BrC1=NC=CC(=C1)CC(=O)N1CCCC1 2-(2-bromo-4-pyridinyl)-1-pyrrolidin-1-ylethanone